COC=1C=C(C=CC1)PC1=CSC=C1PC1=CC(=CC=C1)OC 3,4-bis(dl-m-methoxyphenyl-phosphino)-thiophene